4-chloro-8-methoxy-6-(5-methylpyrimidin-2-yl)quinazoline methyl-aminocrotonate CC(=C(C(=O)O)N)C.ClC1=NC=NC2=C(C=C(C=C12)C1=NC=C(C=N1)C)OC